4,5-dimethoxy-3-ethylthiophenethylamine COC1=C(C=C(CCN)C=C1OC)SCC